NC(C(=O)OCCN)C aminoethyl aminopropionate